COC(CCS(NC1=CC2=C(N=C(S2)NC(=O)C2CCOCC2)C=C1)(=O)=O)=O 3-(N-(2-(tetrahydro-2H-pyran-4-carboxamido)benzo[d]thiazol-6-yl)sulfamoyl)propionic acid methyl ester